5-[4-amino-5-(trifluoromethyl)pyrrolo[2,1-f][1,2,4]triazin-7-yl]-N-[(3R,4S)-1-benzoyl-4-fluoropyrrolidin-3-yl]-2,6-dimethylpyridine-3-carboxamide NC1=NC=NN2C1=C(C=C2C=2C=C(C(=NC2C)C)C(=O)N[C@@H]2CN(C[C@@H]2F)C(C2=CC=CC=C2)=O)C(F)(F)F